OC[C@H](C1=CC=CC=C1)NC1=NC(=NC=C1C1=NC(=NO1)C1=CC=NC=C1)NC1=CC2=C(B(OC2(C)C)O)C=C1 (S)-5-((4-((2-hydroxy-1-phenylethyl)amino)-5-(3-(pyridin-4-yl)-1,2,4-oxadiazol-5-yl)pyrimidin-2-yl)amino)-3,3-dimethylbenzo[c][1,2]oxaborol-1(3H)-ol